C(C1=CC=CC=C1)OC1=C(C(=CC2=C1CCO2)COC)B2OC(C(O2)(C)C)(C)C 2-[4-benzyloxy-6-(methoxymethyl)-2,3-dihydrobenzofuran-5-yl]-4,4,5,5-tetramethyl-1,3,2-dioxaborolane